Adenosine 5'-O-thiomonophosphate dilithium salt [Li].C1=NC(=C2C(=N1)N(C=N2)C3C(C(C(O3)COP(=S)(O)O)O)O)N